CC1=C(CP(OCC)(OCC)=O)C=CC=C1 diethyl 2-methylbenzylphosphonate